NC1=NC2=CC(=C(C=C2C=C1C)C(=O)N(CC1=NC=C(C=C1)C(F)(F)F)CC1=NOC(=C1)C)F 2-amino-7-fluoro-3-methyl-N-((5-methyl-1,2-oxazol-3-yl)methyl)-N-((5-(trifluoromethyl)-2-pyridinyl)methyl)-6-quinolinecarboxamide